N-(2-(3-Chloro-1-(((R)-1-methylpyrrolidin-2-yl)methyl)-1H-pyrazol-4-yl)pyrimidin-4-yl)-5-isopropyl-8-((2R,3S)-2-methyl-3-((methanesulfonyl)methyl)azetidin-1-yl)isoquinolin-3-amine ClC1=NN(C=C1C1=NC=CC(=N1)NC=1N=CC2=C(C=CC(=C2C1)C(C)C)N1[C@@H]([C@H](C1)CS(=O)(=O)C)C)C[C@@H]1N(CCC1)C